C(C1=CC=CC=C1)(=O)N[C@@H](C1=CC=CC=C1)C(=O)O.COC=1C=C(C=CC1)[C@H](C)N (S)-1-(3-methoxyphenyl)ethylamine benzoyl-L-phenylglycinate